N,N-bis(2-ethylhexyl)-5-methyl-1H-benzotriazole-1-methanamine C(C)C(CN(CN1N=NC2=C1C=CC(=C2)C)CC(CCCC)CC)CCCC